NC1=NC=CC(=C1)C=1N=C(C=2N(C1)C=C(N2)C(=O)N)NCC2(CCNCC2)F 6-(2-Amino-pyridin-4-yl)-8-[(4-fluoro-piperidin-4-ylmethyl)-amino]-imidazo[1,2-a]pyrazine-2-carboxylic acid amide